(5-((4-(4-chlorothiazol-2-yl)piperazin-1-yl)sulfonyl)-2,3-dihydro-1H-pyrrolo[3,2-b]pyridin-1-yl)(isoindolin-5-yl)methanone ClC=1N=C(SC1)N1CCN(CC1)S(=O)(=O)C1=CC=C2C(=N1)CCN2C(=O)C=2C=C1CNCC1=CC2